2-((((1R,4r)-4-(((2S,4R)-2-methyl-1-propionyl-1,2,3,4-tetrahydroquinolin-4-yl)amino)cyclohexyl)carbamoyl)oxy)acetic acid C[C@@H]1N(C2=CC=CC=C2[C@@H](C1)NC1CCC(CC1)NC(=O)OCC(=O)O)C(CC)=O